O1C(=CC2=C1C=CC=C2)/C=C/C(=O)C2=C(C=C(C=C2OCOC)OCOC)OC (E)-3-(benzofuran-2-yl)-1-(2-methoxy-4,6-bis(methoxymethoxy)phenyl)prop-2-en-1-one